3-butoxy-4-(2-(N-(2-chloro-4-fluorobenzyl)-(2,3,4,5,6-pentafluorophenyl)sulfonamido)-N-(3,5-dicyclopropylbenzyl)acetamido)benzoic acid C(CCC)OC=1C=C(C(=O)O)C=CC1N(C(CN(S(=O)(=O)C1=C(C(=C(C(=C1F)F)F)F)F)CC1=C(C=C(C=C1)F)Cl)=O)CC1=CC(=CC(=C1)C1CC1)C1CC1